[C@@H]1(CC12CCOCC2)N2N=C1N=C(C=NC1=C2)C2=C(C=C(C=C2C)C(F)(F)F)O |r| (S and R)-2-(2-(6-oxaspiro[2.5]octan-1-yl)-2H-pyrazolo[3,4-b]pyrazin-6-yl)-3-methyl-5-(trifluoromethyl)phenol